BrC1=CC(=C(OC2=NC=CC(=N2)C)C=C1F)F 2-(4-bromo-2,5-difluorophenoxy)-4-methylpyrimidine